3-(3-((6-(thiophen-2-ylmethoxy)pyridin-3-yl)methyl)isoxazol-5-yl)pyridin-2-amine S1C(=CC=C1)COC1=CC=C(C=N1)CC1=NOC(=C1)C=1C(=NC=CC1)N